COC1=C(CN2CC(C(CC2)N2CCN(CC2)C=2C=CC(=NC2)C(=O)NC2C(NC(CC2)=O)=O)(F)F)C(=CC(=C1)C1=CN(C(C(=C1C)C)=O)C)OC 5-(4-(1-(2,6-dimethoxy-4-(1,4,5-trimethyl-6-oxo-1,6-dihydropyridin-3-yl)benzyl)-3,3-difluoropiperidin-4-yl)piperazin-1-yl)-N-(2,6-dioxopiperidin-3-yl)pyridineamide